2-(4-amino-6-carbamoyl-9H-pyrimido[4,5-b]indol-9-yl)acetic acid NC1=NC=NC=2N(C3=CC=C(C=C3C21)C(N)=O)CC(=O)O